NCC(=O)N(C1CC1)C(C(F)F)C1=C(C(=CC=C1)Cl)F 2-Amino-N-(1-(3-chloro-2-fluorophenyl)-2,2-difluoroethyl)-N-cyclopropylacetamide